OCC[C@@H]1CCC(N1)=O (S)-5-(2-hydroxyethyl)pyrrolidin-2-one